OC1=C(C=CC(=C1)O)CCC(=O)O 3-(2,4-dihydroxyphenyl)propionic acid